2,2,10,10-tetramethyl-1,11-undecanediol CC(CO)(CCCCCCCC(CO)(C)C)C